(3-(benzyloxy)isoxazol-5-yl)methyl methanesulfonate CS(=O)(=O)OCC1=CC(=NO1)OCC1=CC=CC=C1